tert-butyl 4-((6-(2-allyl-6-(methylsulfinyl)-3-oxo-2,3-dihydro-1H-pyrazolo[3,4-d]pyrimidin-1-yl)pyridin-2-yl)oxy)piperidine-1-carboxylate C(C=C)N1N(C2=NC(=NC=C2C1=O)S(=O)C)C1=CC=CC(=N1)OC1CCN(CC1)C(=O)OC(C)(C)C